CNCCC[Si](OC)(OC)OC [3-(methylamino)propyl]trimethoxysilane